COC1=CC=CC2=C1N=C(O2)[C@H]2N(CCC1=C2N=CN1)C(=O)C1=CN=CO1 (S)-(4-(4-methoxybenzo[d]oxazol-2-yl)-6,7-dihydro-1H-imidazo[4,5-c]pyridin-5(4H)-yl)(oxazol-5-yl)methanone